1-butyl-3-methylImidazolyl chloride C(CCC)N1C(N(C=C1)C)Cl